C(C)(C)(C)OC(=O)N1C(CCC1C(F)(F)F)C(N)=O 2-Carbamoyl-5-(trifluoromethyl)pyrrolidine-1-carboxylic acid tert-butyl ester